4-[(2,6-dimethyl-benzyl)amino]-2-[[1-(2-hydroxy-ethyl)-1H-pyrazol-4-yl]amino]pyrimidin-5-carboxamide CC1=C(CNC2=NC(=NC=C2C(=O)N)NC=2C=NN(C2)CCO)C(=CC=C1)C